2-Ethyl-7-fluoro-6-iodo-3-(2-methyl-3-(trifluoromethyl)phenyl)quinazolin-4(3H)-one C(C)C1=NC2=CC(=C(C=C2C(N1C1=C(C(=CC=C1)C(F)(F)F)C)=O)I)F